C[NH2+]C The molecule is an organic cation that is the conjugate acid of dimethylamine; major species at pH 7.3. It is an organic cation and a secondary aliphatic ammonium ion. It is a conjugate acid of a dimethylamine.